C(C1=CC=CC=C1)NCCC(F)(F)F N-benzyl-3,3,3-trifluoro-propan-1-amine